N1=CN=C(C=C1)C1(C(C1)C1=CC(=CC=C1)Cl)C(=O)N pyrimidin-4-yl-2-(3-chlorophenyl)cyclopropane-1-carboxamide